3-(2,3-difluoro-4-isopropoxyphenyl)-1H-pyrazolo[3,4-d]Pyrimidine-4-amine FC1=C(C=CC(=C1F)OC(C)C)C1=NNC2=NC=NC(=C21)N